C1(CC1)C1=NC=NC(=C1C1=NC=2N(CCN(C2C=N1)C)CC1=CC(=C(C=C1)C=1N(C=C(N1)C(F)(F)F)C(C)C)F)OC 2-(4-cyclopropyl-6-methoxypyrimidin-5-yl)-5-methyl-8-(3-fluoro-4-(1-isopropyl-4-(trifluoromethyl)-1H-imidazol-2-yl)benzyl)-7,8-dihydropteridin